3-{[3-fluoro-2-(methylaminosulfonylamino)-4-pyridyl]methyl}-7-(1,2,4-triazin-3-yloxy)-2H,3H-spiro[1,3-benzoxazine-4,3'-oxetan]-2-one FC=1C(=NC=CC1CN1C(OC2=C(C=CC(=C2)OC=2N=NC=CN2)C12COC2)=O)NS(=O)(=O)NC